OC[C@H]1CC[C@H](CC1)SCC1=NC2=C(C=CC=C2C(N1)=O)C 2-(((cis-4-(Hydroxymethyl)cyclohexyl)thio)methyl)-8-methylquinazolin-4(3H)-one